C(\C=C\C(=O)[O-])(=O)OCCCCC1CCC(CC1)CCCC (4-butylcyclohexyl)butyl fumarate